6-Amino-N,N-dimethylnaphthalene-1-sulfonamide NC=1C=C2C=CC=C(C2=CC1)S(=O)(=O)N(C)C